4-Methoxy-5-[2-(2-{[(4-methyl-decahydroquinolin-1-yl)sulfonyl]amino}phenyl)-ethynyl]pyridin COC1=CC=NC=C1C#CC1=C(C=CC=C1)NS(=O)(=O)N1CCC(C2CCCCC12)C